Methyl 2-(1-(2-chlorophenyl)-1-(2-methylpyrimidin-5-yl)propan-2-yl)-5-methoxy-1-methyl-6-oxo-1,6-dihydropyrimidine-4-carboxylate ClC1=C(C=CC=C1)C(C(C)C=1N(C(C(=C(N1)C(=O)OC)OC)=O)C)C=1C=NC(=NC1)C